ClC=1C=CC=C2C=NN3C(C12)=NN=N3 10-Chlorotetrazolo[5,1-a]phthalazine